C(CCCCCCCCCCCCCCCCC)OP(OCCCCCCCCCCCCCCCCCC)(=O)CC1=CC(=C(C(=C1)C(C)(C)C)O)C(C)(C)C 3,5-di-tertiary butyl-4-hydroxybenzyl-phosphonic acid dioctadecyl ester